P(=O)(OC1=C(C=CC=C1)Cl)(OC1=C(C=CC=C1)Cl)Cl di(2-chlorophenyl) chlorophosphate